[Nd].[Bi] Bismuth-neodymium